C1(C=2N(CCN1)C(C=CC2)=O)=O 3,4-dihydro-2H-pyrido[1,2-a]pyrazine-1,6-dione